O[C@H]1[C@@H](O[C@@H]([C@H]1O)CO)N1C=2N=C(NC(C2N=C1)=O)NC(C(CCCCNC(=N)N)=O)=O 1-{9-[(2R,3R,4S,5R)-3,4-Dihydroxy-5-(hydroxymethyl)tetrahydrofur-2-yl]-6-oxo-1,9-dihydropurin-2-ylamino}-6-guanidino-1,2-hexanedione